2-(((6-chloro-2-(trifluoromethyl)pyrimidin-4-yl)(methyl)amino)methyl)-4-(methylsulfonyl)thiomorpholine 1,1-dioxide ClC1=CC(=NC(=N1)C(F)(F)F)N(C)CC1CN(CCS1(=O)=O)S(=O)(=O)C